1,3-bis[4-(vinyloxycarbonyloxy)butyl]-tetramethyldisiloxane C(=C)OC(=O)OCCCC[Si](O[Si](CCCCOC(=O)OC=C)(C)C)(C)C